FC(C(C1=CC(=C(C(=C1)C)OCC1CO1)C)C1=CC(=C(C(=C1)C)OCC1CO1)C)(F)F 1,1,1-trifluoro-2,2-bis(3,5-dimethyl-4-glycidyloxyphenyl)ethane